COC1=C(C=CC(=C1)N1CCC(CC1)N1CCN(CC1)C)NC1=NC=NC(=C1)N1OCC[C@@H]1C1=CC=CC=C1 (R)-N-(2-methoxy-4-(4-(4-methylpiperazin-1-yl)piperidin-1-yl)phenyl)-6-(3-phenylisoxazolidin-2-yl)pyrimidin-4-amine